N-(3-(bromomethyl)isoxazol-5-yl)-2-methyl-5-(3-(trifluoromethyl)phenyl)furan-3-carboxamide BrCC1=NOC(=C1)NC(=O)C1=C(OC(=C1)C1=CC(=CC=C1)C(F)(F)F)C